N-(benzo[c][1,2,5]oxadiazol-5-ylmethyl)-8-fluoro-7-(8-fluoronaphthalen-1-yl)-2-((tetrahydro-1H-pyrrolizin-7a(5H)-yl)methoxy)pyrido[4,3-d]pyrimidin-4-amine N=1ON=C2C1C=CC(=C2)CNC=2C1=C(N=C(N2)OCC23CCCN3CCC2)C(=C(N=C1)C1=CC=CC2=CC=CC(=C12)F)F